1-[5-fluoro-2-(2-hydroxyethyl)phenyl]-3-(3-fluoro-5-methoxyphenyl)urea FC=1C=CC(=C(C1)NC(=O)NC1=CC(=CC(=C1)OC)F)CCO